CC(C(CO)=C)C 3-methyl-2-methylenebutan-1-ol